3-(((1S,3S)-3-((3-Methoxy-2-oxo-2H-[1,3'-bipyridin]-6'-yl)amino)cyclopentyl)amino)-N-(oxetan-3-yl)-1,2,4-triazine-6-carboxamide COC=1C(N(C=CC1)C=1C=NC(=CC1)N[C@@H]1C[C@H](CC1)NC=1N=NC(=CN1)C(=O)NC1COC1)=O